tert-butyl (S)-4-(6-((4-chloro-2-fluorobenzyl)oxy)-3-fluoropyridin-2-yl)-2-methylpiperazine-1-carboxylate ClC1=CC(=C(COC2=CC=C(C(=N2)N2C[C@@H](N(CC2)C(=O)OC(C)(C)C)C)F)C=C1)F